tert-butyl (3S)-4-(6-chloro-1-(2-cyano-6-isopropylphenyl)-7-(6-fluorobenzofuran-7-yl)-2-oxo-1,2-dihydropyrido[2,3-d]pyrimidin-4-yl)-3-methylpiperazine-1-carboxylate ClC1=CC2=C(N(C(N=C2N2[C@H](CN(CC2)C(=O)OC(C)(C)C)C)=O)C2=C(C=CC=C2C(C)C)C#N)N=C1C1=C(C=CC=2C=COC21)F